O=C1NC(CCC1N1C(C2=CC=CC(=C2C1=O)OCCOCCN(C(OCC1=CC=CC=C1)=O)C)=O)=O benzyl N-[2-(2-[[2-(2,6-dioxopiperidin-3-yl)-1,3-dioxoisoindol-4-yl] oxy] ethoxy) ethyl]-N-methylcarbamate